4'-biphenylcarbaldehyde C1(=CC=CC=C1)C1=CC=C(C=C1)C=O